methyl 4-(2-(tert-butoxy)-2-oxoethyl)-2-fluoro-5-(2-fluoropyridin-4-yl)-3-isopropylbenzoate C(C)(C)(C)OC(CC1=C(C(=C(C(=O)OC)C=C1C1=CC(=NC=C1)F)F)C(C)C)=O